2-(2-((7-(5-methyl-1,2,4-oxadiazol-3-yl)isoquinolin-1-yl)amino)ethyl)-7-(3-methyl-1,2,4-oxadiazol-5-yl)-3,4-dihydropyrrolo[1,2-a]pyrazin-1(2H)-one CC1=NC(=NO1)C1=CC=C2C=CN=C(C2=C1)NCCN1C(C=2N(CC1)C=C(C2)C2=NC(=NO2)C)=O